2-(5-amino-2-(furan-2-yl)-7H-pyrazolo[4,3-e][1,2,4]triazolo[1,5-c]pyrimidin-7-yl)-N-((R)-chroman-4-yl)-2-phenylacetamide NC1=NC2=C(C=3N1N=C(N3)C=3OC=CC3)C=NN2C(C(=O)N[C@@H]2CCOC3=CC=CC=C23)C2=CC=CC=C2